(S)-ω,ω-Dimethyl-arginine CN(C(NCCC[C@H](N)C(=O)O)=N)C